ClC1=C(C=C2CCNCC2=C1)NC1=NC=C(C(=N1)C1=CC2=C(C(N(CCS2(=O)=O)C2CCC2)=O)S1)C(F)(F)F 7-(2-((7-chloro-1,2,3,4-tetrahydroisoquinolin-6-yl)amino)-5-(trifluoromethyl)pyrimidin-4-yl)-4-cyclobutyl-3,4-dihydrothieno[2,3-f][1,4]thiazepin-5(2H)-one 1,1-dioxide